(biphenylyl)[phenyl(dibenzothiophenyl)indolocarbazolyl]triazine C1(=C(C=CC=C1)C=1C(=NN=NC1)C1=C2C(=CC(=C1C1=CC=CC=3SC4=C(C31)C=CC=C4)C4=CC=CC=C4)N=C4C=CC3=C1C=CC=CC1=NC3=C42)C4=CC=CC=C4